3-(2-fluorophenyl)-2-phenylquinolin-6-amine FC1=C(C=CC=C1)C=1C(=NC2=CC=C(C=C2C1)N)C1=CC=CC=C1